ClC1=C(C=CC(=C1)N1CCN(CC1)CC)NC1=NC=C(C(=N1)C1=CC2=C(C(N(CCS2(=O)=O)C)=O)S1)C(F)(F)F 7-(2-((2-chloro-4-(4-ethylpiperazin-1-yl)phenyl)amino)-5-(trifluoromethyl)pyrimidin-4-yl)-4-methyl-3,4-dihydrothieno[2,3-f][1,4]thiazepin-5(2H)-one 1,1-dioxide